N-(5-(2-(3,3-dimethylazetidin-1-yl)acetamido)-2-methylpyridin-3-yl)-6-(1-(2-(methylsulfonyl)ethyl)-1H-pyrazol-4-yl)-[1,2,3]triazolo[1,5-a]pyridine-3-carboxamide CC1(CN(C1)CC(=O)NC=1C=C(C(=NC1)C)NC(=O)C=1N=NN2C1C=CC(=C2)C=2C=NN(C2)CCS(=O)(=O)C)C